N1C(=CC2=CC=CC=C12)C(=O)N 1H-indole-2-carboxamide